CNC(=O)C=1N=C(SC1[C@@H]1CCCC2=CC=CC=C12)C1CCN(CC1)C(CN1N=C(C=C1C)C(F)(F)F)=O N-methyl-(R)-1,2,3,4-tetrahydronaphthalen-1-yl-2-{1-[2-(5-methyl-3-trifluoromethylpyrazol-1-yl)-acetyl]piperidin-4-yl}thiazole-4-carboxamide